CC(C(=O)OC)(C)OCC1=NN(C(=C1)C1=CC(=CC=C1)OCC(C)C)C1=CC=CC=C1 Methyl 2-methyl-2-([5-[3-(2-methylpropoxy)phenyl]-1-phenyl-1H-pyrazol-3-yl]methoxy)propanoate